2,4-di-tertiary amyl-phenol C(C)(C)(CC)C1=C(C=CC(=C1)C(C)(C)CC)O